OC1=C(C=CC=C1)C(/C=C/C1=CC=C(C=C1)SC(C(=O)O)(C)C)=O 2-[4-[(E)-3-(2-Hydroxyphenyl)-3-oxoprop-1-enyl]phenyl]sulfanyl-2-methylpropanoic acid